C(C)(C)C12CC(C(C2C1)C)=O 1-isopropyl-4-methylbicyclo[3.1.0]hexan-3-one